methyl 5-(4-(6-aminopyridin-3-yl)piperazin-1-yl)picolinate NC1=CC=C(C=N1)N1CCN(CC1)C=1C=CC(=NC1)C(=O)OC